N-(3-(4,4-difluoropiperidin-1-yl)-4-methoxyphenyl)-5-(ethylsulfonamido)-4'-(trifluoromethyl)-[1,1'-biphenyl]-2-carboxamide FC1(CCN(CC1)C=1C=C(C=CC1OC)NC(=O)C=1C(=CC(=CC1)NS(=O)(=O)CC)C1=CC=C(C=C1)C(F)(F)F)F